N-(6-chloro-1-(3-(2-chloro-4-hydroxyphenyl)prop-2-yn-1-yl)-3-methyl-2,4-dioxo-1,2,3,4-tetrahydropyrimidin-5-yl)-3-(p-tolyl)propanamide ClC1=C(C(N(C(N1CC#CC1=C(C=C(C=C1)O)Cl)=O)C)=O)NC(CCC1=CC=C(C=C1)C)=O